N-[4-[[4-(Dimethylamino)-1-piperidinyl]carbonyl]phenyl]-N-[4-(4,6-di-4-morpholinyl-1,3,5-triazin-2-yl)phenyl]urea CN(C1CCN(CC1)C(=O)C1=CC=C(C=C1)N(C(=O)N)C1=CC=C(C=C1)C1=NC(=NC(=N1)N1CCOCC1)N1CCOCC1)C